silicon (ii)-silicon dioxide [Si](=O)=O.[Si+2]